NC1=C(C(=CC(=C1)OCCBr)F)NC(=O)C1CC(C1)(C)O N-[2-amino-4-(2-bromoethoxy)-6-fluorophenyl](cis)-3-hydroxy-3-methylcyclobutanecarboxamide